COC(C(CCCCCCCC)N1C=C(C2=CC=CC=C12)CO)=O (3-(hydroxymethyl)-1H-indol-1-yl)decanoic acid methyl ester